CC1=C(OC2=CC=C(C=C2)[N+]#N)C(=CC=C1)C 4-(2,6-dimethylphenoxy)phenyl-diazonium